(6-cyano-5-(trifluoromethyl)pyridin-3-yl)-2-hydroxy-2-methylpropanamide C(#N)C1=C(C=C(C=N1)CC(C(=O)N)(C)O)C(F)(F)F